(S)-N-(2-ethyl-6-methylphenyl)-N-(1'-methoxy-methyl)ethylamine C(C)C1=C(C(=CC=C1)C)N(COC)CC